BrC1=CC2=C(C(=CO2)COC2=C(C=CC=C2)CC(=O)OCC)C=C1 ethyl 2-(2-((6-bromobenzofuran-3-yl)methoxy)phenyl)acetate